CC=1C(=NNC1)C(=O)O 4-METHYLPYRAZOLE-3-CARBOXYLIC ACID